[Cl-].[Cl-].IC1=CC=C(C=C1)C(=[Zr+2](C1=CC=CC2=C3C(=C4C=5C=CC=CC5CC4=C21)C=CC=C3)C3C=CC=C3)C3=CC=C(C=C3)I di-(p-iodophenyl)methylene(cyclopentadienyl)(dibenzofluorenyl)zirconium dichloride